tert-butyl 3-(5-(4,4,5,5-tetramethyl-1,3,2-dioxaborolan-2-yl)pyridin-2-yl)-3,8-diazabicyclo[3.2.1]octane-8-carboxylate CC1(OB(OC1(C)C)C=1C=CC(=NC1)N1CC2CCC(C1)N2C(=O)OC(C)(C)C)C